ClC1=C(C=C(C(=C1)Cl)OCCC)NC(CS(=O)CC(=O)O)=O 2-((((2,4-dichloro-5-propoxyphenyl)amino)-2-oxoethyl)sulfinyl)acetic acid